C(CCC)[Sn](CCCC)=O di-n-butyltin oxide